D,L-Panthenol OCCCNC([C@H](O)C(C)(C)CO)=O |r|